[Al+3].S(=O)(=O)([O-])[O-].[NH4+].S(=O)(=O)([O-])[O-] ammonium sulfate aluminum